1-(2-ethylpyridin-3-yl)propan-1-ol C(C)C1=NC=CC=C1C(CC)O